(3R)-N-(3-methyl-4-((1-methyl-1H-benzo[d][1,2,3]triazol-5-yl)oxy)phenyl)-3,4,5,6-tetrahydro-2H-3,7-methano[1,4,7]oxadiazonino[2,3-f]quinazolin-13-amine CC=1C=C(C=CC1OC1=CC2=C(N(N=N2)C)C=C1)NC1=NC=NC2=CC=C3C(=C12)OC[C@@H]1NCCN3C1